FC=1C(=C(C=NC1)C=1C(NC2=CC(=NC=C2C1)NC(=O)C1CC1)=O)C N-[3-(5-fluoro-4-methylpyridin-3-yl)-2-oxo-1H-1,6-naphthyridin-7-yl]cyclopropanecarboxamide